2,5-dimethyl-pyrazin CC1=NC=C(N=C1)C